N[C@@H]1C[C@@H](CC12CCN(CC2)C2=NC(=CC(=N2)C#N)C)O[Si](C)(C)C(C)(C)C 2-((1R,3R)-1-amino-3-((tert-butyldimethylsilyl)oxy)-8-azaspiro[4.5]decan-8-yl)-6-methylpyrimidine-4-carbonitrile